CC1OCCN(C1)C1=CC(=CC(=N1)C=1C(=C(C(=O)N)C=CC1)N1CCC2(CC2)CC1)C(F)(F)F (6-(2-methylmorpholino)-4-(trifluoromethyl)pyridin-2-yl)-2-(6-azaspiro[2.5]octan-6-yl)benzamide